C(C1CO1)C(O)CN glycidyl-ethanolamine